(2-chloro-5-fluorophenyl)-2-(3-fluoro-5-(trifluoromethyl)phenyl)-7-(4-methoxybenzyl)-7,8-dihydro-6H-thiazolo[4,5-e]isoindol-6-one ClC1=C(C=C(C=C1)F)C1=C2C(=C3CN(C(C3=C1)=O)CC1=CC=C(C=C1)OC)N=C(S2)C2=CC(=CC(=C2)C(F)(F)F)F